Ruthenium (II) (1,3-bis-(2,4,6-trimethylphenyl)-2-imidazolidinylidene)dichloro(phenylmethylene)(triphenylphosphine) CC1=C(C(=CC(=C1)C)C)N1C(N(CC1)C1=C(C=C(C=C1C)C)C)=C1C(C(=C(C=C1)P(C1=CC=CC=C1)(C1=CC=CC=C1)=CC1=CC=CC=C1)Cl)Cl.[Ru+2]